methyl 2-[1-(3-chlorophenyl)-1H-pyrazol-3-yl]acetate Methyl-2-(1H-pyrazol-5-yl)acetate COC(CC1=CC=NN1)=O.ClC=1C=C(C=CC1)N1N=C(C=C1)CC(=O)OC